(S)-2-((1e,3e)-4-(2-(dimethylamino)thiazol-5-yl)but-1,3-dien-1-yl)-4,5-dihydrothiazole-4-carboxylic acid methyl ester COC(=O)[C@@H]1N=C(SC1)\C=C\C=C\C1=CN=C(S1)N(C)C